ClC1=C(C=C2C(=NN=C(C2=C1)N1CCN(CC1)C(C=C)=O)N1CCCCC1)C1=C(C=CC=C1O)F 1-(4-(7-chloro-6-(2-fluoro-6-hydroxyphenyl)-4-(1-piperidinyl)-1-phthalazinyl)-1-piperazinyl)-2-propen-1-one